[2H]C(N1C=2N(C3=CC=C(C=C3C1=O)S(=O)(=O)NC1(CC1)C)[C@@H](CN2)C)(C2=C(N=C(S2)C)C)[2H] (R)-4-(dideutero(2,4-dimethyl-thiazol-5-yl)methyl)-1-methyl-N-(1-methylcyclopropyl)-5-oxo-1,2,4,5-tetrahydroimidazo[1,2-a]quinazoline-7-sulfonamide